C(C)(C)(C)P(C1=CC=C(N(C)C)C=C1)C(C)(C)C 4-(di-t-butylphosphino)-N,N-dimethylaniline